C(C)(C)(C)OC(=O)N1CC(C1)N1C(N(C2=C1C=C(C(=C2)F)Br)CC2=NC=C(C=C2)C=2OC(=NN2)C(F)F)=O 3-(6-Bromo-3-((5-(5-(difluoromethyl)-1,3,4-oxadiazol-2-yl)pyridin-2-yl)methyl)-5-fluoro-2-oxo-2,3-dihydro-1H-benzo[d]imidazol-1-yl)azetidine-1-carboxylic acid tert-butyl ester